ClC=1C(=NC=C(N1)Cl)C(=O)NC1=C(C=CC(=C1)N1N=NC(=C1)C(NCCCN1CCOCC1)=O)N1CCN(CC1)C 3,5-dichloro-N-[2-(4-methylpiperazin-1-yl)-5-[4-(3-morpholinopropylcarbamoyl)triazol-1-yl]phenyl]pyrazine-2-carboxamide